C(C1=CC=CC=C1)SC1=CC(=C(C=2NC=NC21)NCC2CCC(CC2)(O)C)[N+](=O)[O-] (1r,4r)-4-(((4-(benzylthio)-6-nitro-1H-benzo[d]imidazol-7-yl)amino)methyl)-1-methylcyclohexan-1-ol